BrC1=C(C=CC=C1COC1=CC=C(C([C@](N)(CO)C(=O)O)OCC=2C=NC=CC2)C=C1Cl)C1=C(C(=CC=C1)C=1OC(=NN1)CO)C 4-((2-bromo-3'-(5-(hydroxymethyl)-1,3,4-oxadiazol-2-yl)-2'-methyl-[1,1'-biphenyl]-3-yl)methoxy)-5-chloro-2-(pyridin-3-ylmethoxybenzyl)-L-serine